tert-butyl (2-(2-imino-2,3-dihydro-1H-benzo[d]imidazol-1-yl)-3-(p-tolyl)propyl)carbamate N=C1NC2=C(N1C(CNC(OC(C)(C)C)=O)CC1=CC=C(C=C1)C)C=CC=C2